CC(CCNCCCCCN)(C)C N-(3,3-dimethylbutyl)pentane-1,5-diamine